5-(1-(bicyclo[1.1.1]-pentan-1-yl)-2-iso-propyl-1H-imidazol-4-yl)-3-(trifluoromethyl)-pyridin-2-amine C12(CC(C1)C2)N2C(=NC(=C2)C=2C=C(C(=NC2)N)C(F)(F)F)C(C)C